3-{[2-(2,6-dioxopiperidin-3-yl)-1-oxoisoindolin-4-yl]amino}propan-1-amine trifluoroacetate FC(C(=O)O)(F)F.O=C1NC(CCC1N1C(C2=CC=CC(=C2C1)NCCCN)=O)=O